(4-methylamino-phenyl)-(3-pyrrolidin-1-yl-phenyl)-methanol CNC1=CC=C(C=C1)C(O)C1=CC(=CC=C1)N1CCCC1